CC1(OB(OC1(C)C)CC[C@@H](C1=CC=C(C=C1)C(F)(F)F)NC(C(C)(C)C)=O)C (S)-N-(3-(4,4,5,5-tetramethyl-1,3,2-dioxaborolan-2-yl)-1-(4-(trifluoromethyl)phenyl)propyl)pivaloamide